N1(N=CN=C1)CCNC=1C(=CC=C(C1)NC1=CC=C(C=C1)F)C1=CC=C(C=C1)Cl N2-(2-(1H-1,2,4-triazol-1-yl)ethyl)-4'-chloro-N4-(4-fluorophenyl)biphenyl-2,4-diamine